5-(3-fluoro-1H-pyrazol-4-yl)-2-{3-[(3R)-3-(2-hydroxypropan-2-yl)piperazin-1-yl]-1,2,4-triazin-6-yl}phenol FC1=NNC=C1C=1C=CC(=C(C1)O)C1=CN=C(N=N1)N1C[C@@H](NCC1)C(C)(C)O